ClC1=C(C(=CC=C1)Cl)SC1=NN=C(S1)C(=O)NC=1C=CC2=C(S(C=C2)(=O)=O)C1 5-((2,6-dichlorophenyl)thio)-N-(1,1-dioxidobenzo[b]thiophen-6-yl)-1,3,4-thiadiazole-2-carboxamide